3-{2-[(2R,4S)-4-{[4-(3-methylsulfonylpropanesulfonyl)phenoxy]methyl}-2-methylpyrrolidin-1-yl]ethyl}benzonitrile CS(=O)(=O)CCCS(=O)(=O)C1=CC=C(OC[C@H]2C[C@H](N(C2)CCC=2C=C(C#N)C=CC2)C)C=C1